FC=1C=NN2C1N=C(C=C2)C2=CNC=1N=C(N=CC12)N[C@@H](C(F)(F)F)C (R)-5-(3-fluoropyrazolo[1,5-a]pyrimidin-5-yl)-N-(1,1,1-trifluoropropan-2-yl)-7H-pyrrolo[2,3-d]pyrimidin-2-amine